1-Bromo-4-chloro-2-methoxy-5-nitrobenzene BrC1=C(C=C(C(=C1)[N+](=O)[O-])Cl)OC